Cis-tert-Butyl N-[1-[(6S)-6-amino-5,6,7,8-tetrahydroquinolin-2-yl]-4-(fluoromethyl)pyrrolidin-3-yl]carbamate N[C@@H]1CC=2C=CC(=NC2CC1)N1C[C@H]([C@H](C1)CF)NC(OC(C)(C)C)=O